C1N(CC12CNC2)C2=CC=C(C=N2)N2N=C(C1=CC=CC(=C21)C)C=2C1=CN(N=C1C=CC2)C 1-(6-{2,6-diaza-spiro[3.3]heptan-2-yl}pyridin-3-yl)-2',7-di-methyl-1H,2'H-3,4'-biindazole